1-(4-((4-((5-cyclopropyl-1H-pyrazol-3-yl)amino)pyrimidin-2-yl)amino)phenyl)-3-(4-(methylthio)phenyl)urea C1(CC1)C1=CC(=NN1)NC1=NC(=NC=C1)NC1=CC=C(C=C1)NC(=O)NC1=CC=C(C=C1)SC